BrC1=C2C(=C3C(=CC=NC3=C1)Cl)C(N(C2C2=C(C=CC(=C2)F)Cl)CC2=CC=C(C=C2)OC)=O 4-Bromo-9-chloro-3-(2-chloro-5-fluorophenyl)-2-[(4-methoxyphenyl)methyl]-1-oxo-2,3-dihydro-1H-pyrrolo[4,3-f]quinoline